CC1(CC1)C(=O)NCC=1N(C2=CC(=C(C=C2C1)C1=CN=CO1)OCC=1N=CSC1)S(=O)(=O)C1=CC=C(C)C=C1 1-methyl-N-((5-(oxazol-5-yl)-6-(thiazol-4-ylmethoxy)-1-tosyl-1H-indol-2-yl)methyl)cyclopropane-1-carboxamide